[Cr].C(#N)C=1C=CC(=C(C1)C1=CC=CC=2C=C(OC21)C(=O)N[C@H]2C[C@H](CC2)O)F 7-(5-cyano-2-fluoro-phenyl)-N-[(1R,3S)-3-hydroxycyclopentyl]benzofuran-2-carboxamide chromium(0)